FC1=C(C(=C(C(=C1F)F)F)F)C1=CC(=CC=C1F)N 2',3',4',5',6,6'-hexafluoro-[1,1'-biphenyl]-3-amine